N-hydroxy-2-(quinazolin-2-yl)isoindoline-4-carboxamide ONC(=O)C=1C=2CN(CC2C=CC1)C1=NC2=CC=CC=C2C=N1